1-methyl-1,2,4-triazole-3-carboxaldehyde CN1N=C(N=C1)C=O